dimethyl bicyclo[2.2.2]oct-5-ene-2,3-dicarboxylate C12C(C(C(C=C1)CC2)C(=O)OC)C(=O)OC